COC1=CC=C2C=C(NC2=C1)C=O 6-methoxy-1H-indole-2-carbaldehyde